CC(CC(=O)O)CCCCCC 3-Methylnonanoic acid